O1[C@@H]2CN([C@H](C3=C1C=CC=C3)C2)C(C(C(F)(F)F)(C(F)(F)F)C)=O 1-[(2S,5S)-2,3-dihydro-2,5-methano-1,4-benzoxazepin-4(5H)-yl]-3,3,3-trifluoro-2-methyl-2-(trifluoromethyl)propan-1-one